2-(6-{5-chloro-2-[(oxan-4-yl)amino]pyrimidin-4-yl}-1-oxo-2,3-dihydro-1H-isoindol-2-yl)-N-[(1S)-2-hydroxy-1-(3-methylphenyl)ethyl]-2-methylpropanamide ClC=1C(=NC(=NC1)NC1CCOCC1)C1=CC=C2CN(C(C2=C1)=O)C(C(=O)N[C@H](CO)C1=CC(=CC=C1)C)(C)C